C(=C)C1=CC=C(CBr)C=C1 p-vinyl-benzyl bromide